5-fluoro-N,N-diisopropyl-2-((4-(7-(((2S,5R)-5-(methylsulfonamido)tetrahydro-2H-pyran-2-yl)methyl)-2,7-diazaspiro[3.5]nonan-2-yl)pyrimidin-5-yl)oxy)benzamide FC=1C=CC(=C(C(=O)N(C(C)C)C(C)C)C1)OC=1C(=NC=NC1)N1CC2(C1)CCN(CC2)C[C@H]2OC[C@@H](CC2)NS(=O)(=O)C